C(C)C1=C(C=CC=C1)C(CC(C(=O)OCC)=C)(F)F Ethyl 4-(2-ethylphenyl)-4,4-difluoro-2-methylenebutanoate